1-methyl-3-butylbenzene CC1=CC(=CC=C1)CCCC